ClC1=C(C=C(C=C1)NC(OC(C)(C)C)=O)C(NC1=NC=C(C=C1C)C#CC1=NC=CC=C1)=O tert-butyl N-[4-chloro-3-[[3-methyl-5-[2-(2-pyridyl)ethynyl]-2-pyridyl]carbamoyl] phenyl]carbamate